ClC=1C=CC=2N(N1)C(=CN2)C2=CC1=C(C=C(O1)C#N)C=C2 6-(6-chloroimidazo[1,2-b]pyridazin-3-yl)benzofuran-2-carbonitrile